palmitoyl-tetralone C(CCCCCCCCCCCCCCC)(=O)C1C(C2=CC=CC=C2CC1)=O